CC(CC(C#N)CCC#N)(C)[N+](=O)[O-] 2-(2-methyl-2-nitropropyl)glutaronitrile